C(C)N1C[C@@H]([C@@H](CC1)C)NC(OCC1=CC=CC=C1)=O benzyl (RS)-cis-(1-ethyl-4-methylpiperidin-3-yl)carbamate